C1(=CCCCC1)C1=C(C=C(C=C1)/C=C/C1=CC=C(C=C1)CO)C(F)(F)F {4-[(1E)-2-[4-(cyclohex-1-en-1-yl)-3-(trifluoromethyl)phenyl]ethenyl]phenyl}methanol